NC1=C(C(=O)O)C(=CC=C1O)N 2,6-diamino-3-hydroxybenzoic acid